2,2-bis-(3'-chloro-4'-hydroxyphenyl)propane ClC=1C=C(C=CC1O)C(C)(C)C1=CC(=C(C=C1)O)Cl